4-Isopropyl-3,5-di[(methoxymethyl)oxy]benzaldehyde C(C)(C)C1=C(C=C(C=O)C=C1OCOC)OCOC